sodium [13C3]-L-(+)-lactate [13C]([13C@@H](O)[13CH3])(=O)[O-].[Na+]